N1CC(C1)NC=1C=C2C(N(C(C2=CC1)=O)C1C(NC(CC1)=O)=O)=O 5-(Azetidin-3-ylamino)-2-(2,6-dioxo-3-piperidyl)isoindoline-1,3-dione